4-(5-((tert-Butoxycarbonyl)oxy)-3-fluoropyridin-2-yl)-1-methyl-1H-pyrazole C(C)(C)(C)OC(=O)OC=1C=C(C(=NC1)C=1C=NN(C1)C)F